OC=1C2=C(N=CN1)SC1=C2CCN(C1)C(=O)OC(C)(C)C tert-Butyl 4-hydroxy-5,6-dihydropyrido[4',3':4,5]thieno[2,3-d]pyrimidine-7(8H)-carboxylate